5-methoxy-2-morpholinobenzo[d]oxazole COC=1C=CC2=C(N=C(O2)N2CCOCC2)C1